7-amino-4-(4-(1-(2-(dimethylamino)-2-carbonylethyl)-1H-pyrazol-4-yl)phenyl)thieno[2,3-c]pyridine-2-carboxamide NC=1N=CC(=C2C1SC(=C2)C(=O)N)C2=CC=C(C=C2)C=2C=NN(C2)CC(=C=O)N(C)C